tetramethylcyclobutane-1,3-diol CC1(C(C(C1O)(C)C)O)C